[Cl-].C(CCC)NC(CC(=C)[N+](CCCCCC)(C)C)=O N-(4-(butylamino)-4-oxobut-1-en-2-yl)-N,N-dimethylhexan-1-aminium chloride